FC1=C(C=C(C=C1)N1C(=CC2=C1C=C1C=NNC1=C2)C(C)C)C 5-(4-fluoro-3-methylphenyl)-6-isopropyl-1,5-dihydropyrrolo[2,3-f]indazole